C(N)(=O)C=1C=CC(=C2C=3CC(CCC3NC12)NC(OC(C)(C)C)=O)C1=C(C(=CC=C1)F)F tert-butyl (8-carbamoyl-5-(2,3-difluorophenyl)-2,3,4,9-tetrahydro-1H-carbazole-3-yl)carbamate